(Z)-2-acetamido-3-pyridine-acrylate C(C)(=O)NC1=NC=CC=C1\C=C/C(=O)[O-]